CC1=NN(C(=C1)C)C=1C=CC(N(N1)C1CCN(CC1)C(=O)C1=NOC(=C1)C=1C=NC=CC1)=O 6-(3,5-dimethylpyrazol-1-yl)-2-[1-(5-pyridin-3-yl-1,2-oxazole-3-carbonyl)piperidin-4-yl]pyridazin-3-one